5-hydroxy-8-methoxy-2,2-dimethyl-7-(3-methylbut-2-en-1-yl)-9-(2-((2-oxo-2H-chromen-7-yl)oxy)ethoxy)-2H,6H-pyrano[3,2-b]xanthen-6-one OC1=C2C(=CC=3OC=4C=C(C(=C(C4C(C13)=O)CC=C(C)C)OC)OCCOC1=CC=C3C=CC(OC3=C1)=O)OC(C=C2)(C)C